C(C)C1=CC(=C(OC=2C=C(C(C#N)=CC2)C#N)C(=C1)C=C)OC 4-(4-ethyl-2-methoxy-6-vinyl-phenoxy)phthalonitrile